C(C(C)C)N1CCC(CC1)OC1=CC=C(C=C1)C=1C=C(C2=C(N(C(=N2)C2=CC=C(C=C2)S(=O)(=O)C)C)C1)C 6-(4-((1-Isobutylpiperidin-4-yl)oxy)phenyl)-1,4-dimethyl-2-(4-(methylsulfonyl)phenyl)-1H-benzo[d]imidazol